BrC=1C=C2C(=C(N(C2=CC1)CC)C=1C(=NC=CC1)COC)CC(C(=O)OCC)(C)C ethyl 3-(5-bromo-1-ethyl-2-(2-(methoxymethyl) pyridin-3-yl)-1H-indol-3-yl)-2,2-dimethylpropionate